2-phenyl-4-(4-(trifluoromethyl)phenyl)thiazole C1(=CC=CC=C1)C=1SC=C(N1)C1=CC=C(C=C1)C(F)(F)F